C(#N)C1=CC=C(CN2C[C@@H](CC2)NS(=O)(=O)C=2C=NC(=CC2)N2CCOCC2)C=C1 (R)-N-(1-(4-Cyanobenzyl)pyrrolidin-3-yl)-6-morpholinopyridine-3-sulfonamide